C(CC1=CC=CC=C1)OC1=CC(=NC2=CC=CC=C12)C(=O)NCC1=CC=C(C(=O)O)C=C1 4-((4-phenethoxyquinoline-2-carboxamido)methyl)benzoic acid